dichloro[1,1'-bis(di-tert-butylphosphino)ferrocene] palladium(II) [Pd+2].ClC1=C([C-](C=C1)P(C(C)(C)C)C(C)(C)C)Cl.[C-]1(C=CC=C1)P(C(C)(C)C)C(C)(C)C.[Fe+2]